3-bromobenzenesulfonic acid BrC=1C=C(C=CC1)S(=O)(=O)O